(S)-1'-(6-amino-5-((3-chloro-2-morpholinopyridin-4-yl)thio)-3-methylpyrazin-2-yl)-4,6-dihydrospiro[cyclopenta[d]oxazol-5,4'-piperidin]-6-amine NC1=C(N=C(C(=N1)N1CCC2(CC1)[C@@H](C1=C(N=CO1)C2)N)C)SC2=C(C(=NC=C2)N2CCOCC2)Cl